1,1,1,2,2,3,3,6,7,7,8,8,8-tridecafluoro-6-(trifluoromethyl)oct-4-ene FC(C(C(C=CC(C(C(F)(F)F)(F)F)(C(F)(F)F)F)(F)F)(F)F)(F)F